ClCCCCCCCC=CC=CCCCC 1-chloro-8,10-pentadecdiene